tert-butyl N-[(1S,3R)-3-{[2'-(benzyloxy)-3',6-difluoro-[1,1'-biphenyl]-3-yl]methyl}-3-carbamoylcyclopentyl]carbamate C(C1=CC=CC=C1)OC1=C(C=CC=C1F)C1=CC(=CC=C1F)C[C@]1(C[C@H](CC1)NC(OC(C)(C)C)=O)C(N)=O